ClC=1C=C(OCC(=O)NC2=NC=CN=C2)C=C(C1CC1=CC(=C(C=C1)O)C(C)C)Cl 2-(3,5-dichloro-4-(4-hydroxy-3-isopropylbenzyl)phenoxy)-N-(pyrazin-2-yl)acetamide